O-isobutyl-N,N'-diisopropyl-isourea C(C(C)C)OC(NC(C)C)=NC(C)C